3,4-difluoro-2-(2-fluoro-4-iodoanilino)-5-[[3-fluoro-2-(methylsulfamoylamino)pyridin-4-yl]methyl]benzoic acid methyl ester COC(C1=C(C(=C(C(=C1)CC1=C(C(=NC=C1)NS(NC)(=O)=O)F)F)F)NC1=C(C=C(C=C1)I)F)=O